3-chloro-2-cyanopyridin-3-yl 4,6-di-O-acetyl-3-azido-3-deoxy-2-O-methyl-1-thio-alpha-D-galactopyranoside C(C)(=O)O[C@@H]1[C@@H]([C@H]([C@@H](SC2(C(N=CC=C2)C#N)Cl)O[C@@H]1COC(C)=O)OC)N=[N+]=[N-]